3-(2,6-bis(benzyloxy)pyridin-3-yl)-4-fluorobenzoic acid C(C1=CC=CC=C1)OC1=NC(=CC=C1C=1C=C(C(=O)O)C=CC1F)OCC1=CC=CC=C1